dichloroethaneAt ClC(C(=O)[O-])Cl